FCCNC[C@@H]1[C@@H]([C@]2([C@](C3=C(C=NC=C3OC)O2)([C@@H]1O)O)C1=CC=C(C#N)C=C1)C1=CC=CC=C1 |&1:6| rac-4-((4bs,5r,6s,7ar)-6-(((2-fluoroethyl)amino)methyl)-4b,5-dihydroxy-4-methoxy-7-phenyl-4b,5,6,7-tetrahydro-7aH-cyclopenta[4,5]furo[2,3-c]pyridin-7a-yl)benzonitrile